8-cyclohexylmethylaminocarbonyl-tetracyclo[4.4.0.12,5.17,10]-3-dodecene C1(CCCCC1)CNC(=O)C1C2C3C4C=CC(C3C(C1)C2)C4